N-(4-((4-amino-2-(hydroxymethyl)-1H-imidazo[4,5-c]quinolin-1-yl)methyl)phenyl)-6-(2,5-dioxo-2,5-dihydro-1H-pyrrol-1-yl)hexanamide NC1=NC=2C=CC=CC2C2=C1N=C(N2CC2=CC=C(C=C2)NC(CCCCCN2C(C=CC2=O)=O)=O)CO